(+/-)-3-[4-(2,6-difluoro-4-{[5-fluoro-5-(hydroxymethyl)-5,6-dihydro-4H-1,3-oxazin-2-yl]amino}phenoxy)-1H-pyrrolo[2,3-b]pyridin-3-yl]-5-fluoro-N,N-dimethylbenzamide FC1=C(OC2=C3C(=NC=C2)NC=C3C=3C=C(C(=O)N(C)C)C=C(C3)F)C(=CC(=C1)NC=1OC[C@@](CN1)(CO)F)F |r|